iron silicate [Si]([O-])([O-])([O-])[O-].[Fe+2].[Fe+2]